COC1=C(C=C(C=C1)/C=C/C1=NC=2C=CC3=C(C2C1(C)C)C=CC=C3)[N+](=O)[O-] 2-[(E)-2-(4-Methoxy-3-nitrophenyl)ethenyl]-1,1-dimethyl-1H-benzo[e]indole